(2s,4s)-2-(4-methyl-4-phenylpiperidine-1-carbonyl)-7-oxa-5-azaspiro[3.4]octan-6-one CC1(CCN(CC1)C(=O)C1CC2(C1)NC(OC2)=O)C2=CC=CC=C2